6-[[(2R,3R,4R,5S)-3-(3,4-Difluoro-2-methoxy-phenyl)-4,5-dimethyl-5-(trifluoromethyl)tetrahydrofuran-2-carbonyl]amino]pyrimidin-4-carboxamid FC=1C(=C(C=CC1F)[C@@H]1[C@@H](O[C@@]([C@@H]1C)(C(F)(F)F)C)C(=O)NC1=CC(=NC=N1)C(=O)N)OC